C(C)OC=1C(=NC=CC1)OC=1C=C(C=CC1)C1=CN=CC(=N1)NC1=NC=CC(=N1)OC1CCCCC1 (1r,4r)-4-((2-((6-(3-((3-ethoxypyridin-2-yl)oxy)phenyl)pyrazin-2-yl)amino)pyrimidin-4-yl)oxy)cyclohexane